ClC1=CC2=C(NC(=N2)C2=C(C(=O)O)C=CC=C2)C=C1 (5-chloro-1H-benzo[d]imidazol-2-yl)benzoic acid